BrC1=C(C=C(NC2=NC=C(C(=N2)N[C@@H]2COCC[C@H]2C#N)Cl)C=C1Cl)CO[Si](C)(C)C(C)(C)C (trans)-3-[[2-[4-bromo-3-[[tert-butyl(dimethyl)silyl]oxymethyl]-5-chloro-anilino]-5-chloro-pyrimidin-4-yl]amino]tetrahydropyran-4-carbonitrile